C1(CCCCC1)N1N=CC2=CC=CC=C2C1=O 3-cyclohexyl-4-oxo-3,4-dihydrophthalazin